ClC1=CC(N(CC1)C(\C=C\C1=NC=CC=N1)=O)=O (E)-4-chloro-1-(3-(pyrimidin-2-yl)acryloyl)-5,6-dihydropyridin-2(1H)-one